3,4-dihydroxy-2-(hydroxymethyl)tetrahydrofuran-2-carbonitrile OC1C(OCC1O)(C#N)CO